C(CCCCC)OC(\C=C\C)=O hexylcrotonate